ClC=1C=C2C=C(NC2=CC1CNC=1C=NC=CC1)CNC(=O)C1(CC1)C N-((5-chloro-6-((pyridin-3-ylamino)methyl)-1H-indol-2-yl)methyl)-1-methylcyclopropane-1-carboxamide